CC1=NN2C(CN(C3=C(C=CC=C23)NC2=C(N=NC(=C2)NC(CN2CCOCC2)=O)C(=O)NC([2H])([2H])[2H])C)=N1 4-((2,5-dimethyl-4,5-dihydro-[1,2,4]triazolo[1,5-a]quinoxalin-6-yl)amino)-N-(methyl-d3)-6-(2-morpholinoacetamido)pyridazine-3-carboxamide